1,3-Diisocyanato-2-methyl-cyclohexan N(=C=O)C1C(C(CCC1)N=C=O)C